3-(2-amino-[1,2,4]triazolo[1,5-a]pyridin-7-yl)-N-(3-cyclohexylpropyl)-2-fluoro-6-methylbenzamide NC1=NN2C(C=C(C=C2)C=2C(=C(C(=O)NCCCC3CCCCC3)C(=CC2)C)F)=N1